N-(7-methyl-1-propyl-1,2,3,4-tetrahydroquinolin-4-yl)-2-oxo-6-(trifluoromethyl)-1,2-dihydropyridine-3-carboxamide CC1=CC=C2C(CCN(C2=C1)CCC)NC(=O)C=1C(NC(=CC1)C(F)(F)F)=O